7-methyl-3-phenyl-[1,2,4]triazolo[4,3-a]pyridine CC1=CC=2N(C=C1)C(=NN2)C2=CC=CC=C2